(R)-2-(4-(5-chloro-2-(4-chloro-1H-1,2,3-triazol-1-yl)phenyl)-2,5-dioxapiperazin-1-yl)-N-(2-(difluoromethyl)-2H-indazol-5-yl)-3-phenylpropionamide ClC=1C=CC(=C(C1)N1CON(CO1)[C@@H](C(=O)NC1=CC2=CN(N=C2C=C1)C(F)F)CC1=CC=CC=C1)N1N=NC(=C1)Cl